N-(4-fluoro-3-methoxyphenyl)-N-(4-nitropyridin-2-yl)acetamide FC1=C(C=C(C=C1)N(C(C)=O)C1=NC=CC(=C1)[N+](=O)[O-])OC